FC=1C=C(/C(=N/OC(C2=CC=C(C=C2)OC(F)(F)F)=O)/N)C=CC1[N+](=O)[O-] (Z)-3-fluoro-4-nitro-N'-((4-(trifluoromethoxy)benzoyl)oxy)benzamidine